benzyl (9Z)-13-[(dimethylamino) methyl]-14-oxa-2,5,16,19,23-pentaazatetracyclo[13.7.1.02,7.017,22]tricosa-1(23),9,15,17(22)-tetraene-5-carboxylate CN(C)CC1CC\C=C/CC2CN(CCN2C=2C=3CCNCC3N=C(O1)N2)C(=O)OCC2=CC=CC=C2